C(C1=CC=CC=C1)N1CCC(CC1)(C=1SC(=CC1)Cl)NS(=O)(=O)C1=CC=C(C=C1)OC(F)(F)F N-[1-benzyl-4-(5-chloro-2-thienyl)-4-piperidinyl]4-(trifluoromethoxy)benzenesulfonamide